P(=O)(O)(O)CN(CP(=O)(O)O)CP(=O)(O)O.[K] potassium trisphosphonomethylamine